CC1=C(C=CC=C1NC(=O)C1=CC(=C(C=N1)CN1[C@@H](CCC1)C(=O)O)OC)C1=C(C(=CC=C1)NC(=O)C1=CC(=C(C=N1)CN1[C@@H](CCC1)C(=O)O)OC)C (2'S)-(((((2,2'-dimethyl-[1,1'-biphenyl]-3,3'-diyl)bis(azanediyl))bis(carbonyl))bis(4-methoxypyridine-6,3-diyl))bis(methylene))di-L-proline